N[C@@H]1CC[C@H](CC1)OC1=CC=C2C(CC(C=3C(=NC=NC23)N)(C)C)=C1N(CC=1N=COC1)C 8-(trans-4-aminocyclohexoxy)-N7,5,5-trimethyl-N7-(oxazol-4-ylmethyl)-6H-benzo[h]quinazoline-4,7-diamine